COC1=CC=C(C=C1)/C=C/C(=O)NC1=C(C=CC=C1)OC1=CC=CC=C1 (E)-3-(4-methoxyphenyl)-N-(2-phenoxyphenyl)acrylamide